4-Hydroxy-valine OCC([C@H](N)C(=O)O)C